(S)-N'-((3-cyano-2,6-diisopropylphenyl)-carbamoyl)-5-(2-hydroxy-propan-2-yl)thiophene-2-sulfonimidamide C(#N)C=1C(=C(C(=CC1)C(C)C)NC(=O)N=[S@@](=O)(N)C=1SC(=CC1)C(C)(C)O)C(C)C